(4-methoxyphenyl)-4-phenyl-1H-pyrrole COC1=CC=C(C=C1)N1C=CC(=C1)C1=CC=CC=C1